NC=1SC(=C(N1)C)C=1C=C2CN(C(C2=C(C1)C)=O)C(C)C 5-(2-Amino-4-methylthiazol-5-yl)-2-isopropyl-7-methylisoindol-1-one